COC(=O)C1CCC(CC1)C=1C=C2C(=NC(=NC2=CC1OC)C)N[C@H](C)C=1SC=C(C1)Br.FC(OC1=C(C(=O)N)C=CC=C1)(F)F 2-(trifluoromethoxy)benzamide methyl-(1R,4R)-4-(4-(((R)-1-(4-bromothien-2-yl)ethyl)amino)-7-methoxy-2-methylquinazolin-6-yl)cyclohexane-1-carboxylate